C(CCCCCCCCCO)O decane-1,10-diol